2-cyclobutyl-6-fluorobenzene-1-sulfonamide C1(CCC1)C1=C(C(=CC=C1)F)S(=O)(=O)N